NC=1C(NC(N(N1)C1=CC(=C(C(=C1)Cl)OC=1C=C2C(=CC(=NC2=CC1)C1CC(CC(C1)(C)C)(C)C)C)Cl)=O)=O 6-Amino-2-(3,5-dichloro-4-((4-methyl-2-(3,3,5,5-tetramethylcyclohexyl)quinolin-6-yl)oxy)phenyl)-1,2,4-triazine-3,5(2H,4H)-dione